CS(=O)(=O)OCCCC(F)(F)C1=NC=CC(=C1)Cl 4-(4-chloropyridin-2-yl)-4,4-difluorobutyl methanesulfonate